6-(3-(4-(2-methoxyethyl)piperazine-1-carbonyl)benzyl)-1-methyl-1,6-dihydro-2H-pyrido[3',2':6,7]azepino[4,3,2-cd]isoindol-2-one COCCN1CCN(CC1)C(=O)C=1C=C(CN2C3=C(C=C4N(C(C=5C=CC=C2C45)=O)C)C=CC=N3)C=CC1